(S)-3-(6-chloro-5-(2-isopropoxyphenyl)-1H-benzo[d]imidazol-2-yl)-3-(4-((cyclopropylmethyl)sulfonyl)phenyl)propan-1-ol ClC=1C(=CC2=C(NC(=N2)[C@@H](CCO)C2=CC=C(C=C2)S(=O)(=O)CC2CC2)C1)C1=C(C=CC=C1)OC(C)C